3-(2-chloro-4'-(7-oxo-2-oxa-6-azaspiro[3.4]octan-6-yl)-[1,1'-biphenyl]-3-yl)piperidine-2,6-dione ClC1=C(C=CC=C1C1C(NC(CC1)=O)=O)C1=CC=C(C=C1)N1CC2(COC2)CC1=O